1-benzyl-2-(chloromethyl)-5,5-difluoropiperidine C(C1=CC=CC=C1)N1C(CCC(C1)(F)F)CCl